2-(5-(3,5-dichloro-4-fluorophenyl)-5-(trifluoromethyl)-4,5-dihydroisoxazol-3-yl)-N-((tetrahydrofuran-2-yl)methyl)-2,3-dihydro-1H-pyrrolo[3,4-c]pyridine-6-carboxamide ClC=1C=C(C=C(C1F)Cl)C1(CC(=NO1)N1CC=2C=NC(=CC2C1)C(=O)NCC1OCCC1)C(F)(F)F